O[C@H]1C[C@H]2C[C@@H]([C@H]3[C@@H]4CC[C@H]([C@@H](CCC(=O)[O-])C)[C@]4(CC[C@@H]3[C@]2(CC1)C)C)NS(=O)(=O)CC 3a-hydroxy-7b-(ethanesulfonamido)-5b-cholanoate